C(C1=CC=CC=C1)N(CC(=O)O)CC1=CC=CC=C1 N,N-dibenzylglycine